BrC1=CCN(C(=C1)N1N=C2C(=C1)CCC2C2=CC=CC=C2)C 4-bromo-1-methyl-6-(6-phenyl-5,6-dihydrocyclopenta[c]pyrazol-2(4H)-yl)pyridine